(3S,4S)-1-Cyclopropylmethyl-4-{[5-(2,4-difluoro-phenyl)-isoxazole-3-carbonyl]-amino}-piperidine-3-carboxylic acid [1-(3-methoxy-phenyl)-cyclopropyl]-amide COC=1C=C(C=CC1)C1(CC1)NC(=O)[C@H]1CN(CC[C@@H]1NC(=O)C1=NOC(=C1)C1=C(C=C(C=C1)F)F)CC1CC1